1-(4-(5-(difluoromethyl)-1,3,4-oxadiazole-2-yl)benzyl)-3-(2-methoxyethyl)-3,4-dihydroquinazoline-2(1H)-one FC(C1=NN=C(O1)C1=CC=C(CN2C(N(CC3=CC=CC=C23)CCOC)=O)C=C1)F